C(C)S(=O)(=O)N1CCC(CC1)NC=1N=CC2=C(N1)N(C(C(=C2)C#C)=O)[C@H]2[C@](CCC2)(C)O 2-((1-(ethylsulfonyl)piperidin-4-yl)amino)-6-ethynyl-8-((1r,2r)-2-hydroxy-2-methylcyclopentyl)pyrido[2,3-d]pyrimidin-7(8H)-one